7-(isoxazol-4-ylamino)-4-(trifluoromethyl)-2H-benzopyran-2-one O1N=CC(=C1)NC1=CC2=C(C(=CC(O2)=O)C(F)(F)F)C=C1